tert-butyl 7-(3-(2-(4-(4-ethoxy-6-((4-methoxybenzyl)oxy)pyridin-3-yl)-2-fluorophenyl)acetamido)-5-(trifluoromethyl)benzoyl)-2,7-diazaspiro[4.4]nonane-2-carboxylate C(C)OC1=C(C=NC(=C1)OCC1=CC=C(C=C1)OC)C1=CC(=C(C=C1)CC(=O)NC=1C=C(C(=O)N2CC3(CCN(C3)C(=O)OC(C)(C)C)CC2)C=C(C1)C(F)(F)F)F